S(=O)(=O)([O-])C1=CC=C(C)C=C1.O1C(=CC2=C1C=CC=C2)[I+]C2=CC=CC=C2 2-benzofuranyl-(phenyl)iodonium tosylate